N-(5-Bromo-2-(3-(dimethylamino)propoxy)pyridin-3-yl)-2-methoxyethane-1-sulfonamide BrC=1C=C(C(=NC1)OCCCN(C)C)NS(=O)(=O)CCOC